S1NCC=C1 4-isothiazoline